OCC1(CCCC1)NC1=NC=C(C(=N1)C1=CNC2=C(C=CC=C12)P(C)(C)=O)C(F)(F)F (3-(2-((1-(hydroxymethyl)cyclopentyl)amino)-5-(trifluoromethyl)pyrimidin-4-yl)-1H-indol-7-yl)Dimethylphosphine oxide